(1r,3r,8s)-3,9-p-menthanediol [C@@H]1(C[C@H](C(CC1)[C@@H](CO)C)O)C